C(CCC)NC=1N=CC2=C(N(C(C=3C=C(C=CC23)N2CC3(COC3)C2)=O)[C@@H]2CC[C@H](CC2)O)N1.[C].[Tb] terbium carbon trans-3-(Butylamino)-5-(4-hydroxycyclohexyl)-8-(2-oxa-6-azaspiro[3.3]heptan-6-yl)pyrimido[4,5-c]isoquinolin-6(5H)-one